1-[4-(1H-Benzoimidazol-4-yl)-phenyl]-3-oxazol-5-ylmethyl-urea N1C=NC2=C1C=CC=C2C2=CC=C(C=C2)NC(=O)NCC2=CN=CO2